COC=1C=C(C(=NC1)C(C)O)C 1-(5-methoxy-3-methylpyridin-2-yl)ethan-1-ol